4-vinyl-2,6-dimethylbenzoyl chloride C(=C)C1=CC(=C(C(=O)Cl)C(=C1)C)C